CC(=O)N[C@@H]1[C@H]([C@@H]([C@H](O[C@H]1O[C@@H]2[C@H](OC([C@@H]([C@H]2O)NC(=O)C)O)CO)CO)O[C@H]3[C@H]([C@H]([C@@H]([C@H](O3)CO[C@@H]4[C@H]([C@H]([C@@H]([C@H](O4)CO[C@@H]5[C@H]([C@H]([C@@H]([C@H](O5)CO)O)O)O[C@@H]6[C@H]([C@H]([C@@H]([C@H](O6)CO)O)O)O)O)O[C@@H]7[C@H]([C@H]([C@@H]([C@H](O7)CO)O)O)O)O)O)O[C@@H]8[C@H]([C@H]([C@@H]([C@H](O8)CO)O)O)O[C@@H]9[C@H]([C@H]([C@@H]([C@H](O9)CO)O)O)O)O)O The molecule is an amino nonasaccharide that is the linear pentasaccharide alpha-D-Man-(1->2)-alpha-D-Man-(1->3)-beta-D-Man-(1->4)-beta-D-GlcNAc-(1->4)-D-GlcNAc in which the mannosyl residue nearest the reducing end has the branched tetrasaccharide alpha-D-Man-(1->3)-[alpha-D-Man-(1->2)-alpha-D-Man-(1->6)]-alpha-D-Man attached at position 6. It is an amino nonasaccharide, a glucosamine oligosaccharide and a (Hex)6,7(HexNAc)2.